5-(3-pyridinyl)pyridine-3-carboxylic acid N1=CC(=CC=C1)C=1C=C(C=NC1)C(=O)O